benzyl 4-(cyclohexyloxy)-4-formylpiperidine-1-carboxylate C1(CCCCC1)OC1(CCN(CC1)C(=O)OCC1=CC=CC=C1)C=O